1,3-Bis(dimethylamino)propan CN(CCCN(C)C)C